2-(2-fluoro-4-(6-(3-methylbenzyloxy)pyridin-2-yl)benzyl)-1-((tetrahydrofuran-2-yl)methyl)-1H-benzo[d]imidazole-6-carboxylic acid FC1=C(CC2=NC3=C(N2CC2OCCC2)C=C(C=C3)C(=O)O)C=CC(=C1)C1=NC(=CC=C1)OCC1=CC(=CC=C1)C